(E)-1-(2-hydroxy-4,6-dimethoxyphenyl)-3-(3-nitrophenyl)prop-2-en-1-one OC1=C(C(=CC(=C1)OC)OC)C(\C=C\C1=CC(=CC=C1)[N+](=O)[O-])=O